[Si](C)(C)(C(C)(C)C)O[C@@H]([C@H](CC1=CC=C(C=N1)CC(=O)O)OCCC1=CC=CC=C1)C1=CC(=C(C(=C1)OC)C)OC (6-((2S,3R)-3-((tert-butyldimethylsilyl)oxy)-3-(3,5-dimethoxy-4-methylphenyl)-2-phenethyloxypropyl)pyridin-3-yl)acetic acid